C(CCCCCCCC(=O)[O-])(=O)[O-].[NH4+].[NH4+] Ammonium azelaate